(22S)-Cholest-5-ene CC(C)CCC[C@@H](C)[C@H]1CC[C@H]2[C@@H]3CC=C4CCCC[C@]4(C)[C@H]3CC[C@]12C